3-((4,4-bis((7,7,8,8,8-pentafluorooctyl)oxy)butanoyl)oxy)-2-((((3-(diethylamino)propoxy)carbonyl)oxy)methyl)propyl (9Z,12Z)-octadeca-9,12-dienoate C(CCCCCCC\C=C/C\C=C/CCCCC)(=O)OCC(COC(CCC(OCCCCCCC(C(F)(F)F)(F)F)OCCCCCCC(C(F)(F)F)(F)F)=O)COC(=O)OCCCN(CC)CC